3-[(6-{3-azabicyclo[3.1.0]hex-3-yl}-2-vinylpyridin-3-yl)methyl]-1-ethyl-1H-pyrazole-5-carboxylic acid ethyl ester C(C)OC(=O)C1=CC(=NN1CC)CC=1C(=NC(=CC1)N1CC2CC2C1)C=C